(R)-4-(7-(3-aminopiperidine-1-yl)-3-(4-hydroxyphenyl)-3H-imidazo[4,5-b]pyridine-2-yl)-2-fluorobenzonitrile N[C@H]1CN(CCC1)C1=C2C(=NC=C1)N(C(=N2)C2=CC(=C(C#N)C=C2)F)C2=CC=C(C=C2)O